N-[[3-[(2S)-2-(trifluoromethylsulfonylamino)propoxy]-1-naphthyl]methyl]propanamide FC(S(=O)(=O)N[C@H](COC=1C=C(C2=CC=CC=C2C1)CNC(CC)=O)C)(F)F